NC1=NN=C(N1[N-][N+](=O)[O-])C1=NNN=C1[N+](=O)[O-] N-(3-amino-5-(5-nitro-2H-1,2,3-triazole-4-yl)-4H-1,2,4-triazole-4-yl)nitroamide